O=C1CN(CCN1C1=CN=C(O1)C1=CC=CC=C1)C(=O)OC(C)(C)C tert-butyl 3-oxo-4-(2-phenyloxazol-5-yl)piperazine-1-carboxylate